1-(tert-butoxy)-2-methyl-1-oxopropane C(C)(C)(C)OC(C(C)C)=O